ClC1=C(C=CC=C1)N1C(N=C(C2=C1C=C(S2)C(F)(F)F)O)=O 1-(2-chlorophenyl)-4-hydroxy-6-(trifluoromethyl)thieno[3,2-d]pyrimidin-2(1H)-one